[K+].[K+].C1(=CC=CC=C1)NC1=CC=C(C=2C=CC=C(C12)S(=O)(=O)[O-])C1=CC=C(C=2C(=CC=CC12)S(=O)(=O)[O-])NC1=CC=CC=C1 4,4'-Bis(phenylamino)-[1,1-binaphthalene]-5,5'-disulfonic acid dipotassium salt